methyldispiro[cyclohexan-1,3'-pyrrolidin-2',3''-indoline]-2,2''-dione CN1C(C2(C3=CC=CC=C13)NCCC21C(CCCC1)=O)=O